C1CCC2=C(C=3CCCC3C=C12)NC(=O)NS(=O)(=N)C=1C=NN2C1OCC[C@H](C2)NC (7R)-N-((1,2,3,5,6,7-hexahydro-s-indacen-4-yl)carbamoyl)-7-(methylamino)-5,6,7,8-tetrahydropyrazolo[5,1-b][1,3]oxazepine-3-sulfonimidamide